2,6-difluoro-1,4-phenylenediboronic acid FC1=C(C(=CC(=C1)B(O)O)F)B(O)O